C(C(C)(C)C)(=O)OCN1N=NC(=C1)C1(CN(CC1)C=1OC(=NN1)C=1C=NC(=NC1)NCCC1=CC(=CC(=C1)Cl)Cl)C (4-(1-(5-(2-((3,5-dichlorophenethyl)amino)pyrimidin-5-yl)-1,3,4-oxadiazol-2-yl)-3-methylpyrrolidin-3-yl)-1H-1,2,3-triazol-1-yl)methyl pivalate